CC1(N(CCN(C1)C1=NN(C(=C1)C)C1=CC=C(C=C1)OC(F)(F)F)C(=O)OC(C)(C)C)C tert-butyl 2,2-dimethyl-4-[5-methyl-1-[4-(trifluoromethoxy) phenyl] pyrazol-3-yl]piperazine-1-carboxylate